BrC(C(=O)C1=CC=CC=C1)F alpha-bromo-2-fluoroacetophenone